FC=1C=C(C=CC1F)S(=O)(=O)N1C[C@]2(CC3=C(C=C2CC1)N(N=C3)C3=CC=C(C=C3)F)C(=O)OC (R)-methyl 6-((3,4-difluorophenyl)sulfonyl)-1-(4-fluorophenyl)-4,4a,5,6,7,8-hexahydro-1H-pyrazolo[3,4-g]isoquinoline-4a-carboxylate